3-(piperidin-4-yl)-8-(pyridin-3-yl)-6-(4-(trifluoromethyl)phenyl)pyrido[3,4-d]pyrimidin-4(3H)-one N1CCC(CC1)N1C=NC2=C(C1=O)C=C(N=C2C=2C=NC=CC2)C2=CC=C(C=C2)C(F)(F)F